(4-benzhydrylpiperazin-1-yl)(1H-pyrrol-2-yl)methanone C(C1=CC=CC=C1)(C1=CC=CC=C1)N1CCN(CC1)C(=O)C=1NC=CC1